[Cl-].C(C1=CC=CC=C1)[N+](C)(C)CCCCCCCCCCCCCCCC benzyl(hexadecyl)dimethylazanium chloride